1-[3-[4-[3-[3-amino-6-(2-hydroxyphenyl)pyridazin-4-yl]-3,8-diazabicyclo[3.2.1]octan-8-yl]-2-pyridyl]prop-2-ynyl]-6,6-dimethyl-azepane-3,4-diol NC=1N=NC(=CC1N1CC2CCC(C1)N2C2=CC(=NC=C2)C#CCN2CC(C(CC(C2)(C)C)O)O)C2=C(C=CC=C2)O